methyl (S)-3-((3-(hexylcarbamoyl)-4-octanoylpiperazin-1-yl)sulfonyl)benzoate C(CCCCC)NC(=O)[C@@H]1CN(CCN1C(CCCCCCC)=O)S(=O)(=O)C=1C=C(C(=O)OC)C=CC1